N(=[N+]=[N-])C1=C(N=NC(=C1)Cl)NCC(=O)N(C)C 2-[(4-azido-6-chloro-pyridazin-3-yl)amino]-N,N-dimethyl-acetamide